C(C)(C)[C@H]1CC(=C[C@H]([C@@H]1O)C)C |o1:3,7,8| rel-(1S,2R,6R)-6-isopropyl-2,4-dimethylcyclohex-3-en-1-ol